N1C(NC2=C1C=CC=C2)=O 1,3-dihydrobenzimidazol-2-one